N-(7-(hydroxyamino)-7-oxoheptyl)-5-(2-isobutyrylamino-4-methylthiazol-5-yl)-2-methoxybenzamide ONC(CCCCCCNC(C1=C(C=CC(=C1)C1=C(N=C(S1)NC(C(C)C)=O)C)OC)=O)=O